1-(3-hydroxypropyl)-5-(4,4,5,5-tetramethyl-1,3,2-dioxaborolan-2-yl)-1,2-dihydropyridin-2-one OCCCN1C(C=CC(=C1)B1OC(C(O1)(C)C)(C)C)=O